Tert-butyl rac-(3R)-5-(5-amino-6-fluoro-2,3-dihydrofuro[3,2-b]pyridin-7-yl)-3-[tert-butyl(dimethyl)silyl]oxy-2,3,4,7-tetrahydroazepine-1-carboxylate NC1=C(C(=C2C(=N1)CCO2)C=2C[C@H](CN(CC2)C(=O)OC(C)(C)C)O[Si](C)(C)C(C)(C)C)F |r|